ClC=1C(C2=CC=C(C=C2C(C1Cl)=O)[N+](=O)[O-])=O 2,3-dichloro-6-nitro-1,4-naphthoquinone